12-(3-Methylbutan-2-yl)-12-azatricyclo[6.3.1.02,7]dodeca-2,4,6-trien hydrochloride Cl.CC(C(C)N1C2C3=CC=CC=C3C1CCC2)C